ClC1=C(C=CC=C1OCCCN1CC(CC1)O)C1=NSC2=C1N=CC=N2 3-(2-chloro-3-(3-(3-hydroxypyrrolidin-1-yl)propoxy)phenyl)pyrazinoisothiazol